N1C(/C(/C2=CC=CC=C12)=C\1/C(NC2=CC=CC=C12)=O)=O (E)-[3,3'-Biindolinylidene]-2,2'-dione